ClCCCC(=O)C(=O)C(CCCCl)=O chlorobutyryl ketone